NN(C=N)CC(CN(\C=C(\COC1=CC=C(C=C1)\C=C\C(C1=CC=C(C=C1)N1CCN(CC1)CCC)=O)/N)N)(O)C1=CC=C(C=C1)F N-Amino-N-[3-[amino-[(Z)-2-amino-3-[4-[(E)-3-oxo-3-[4-(4-propylpiperazin-1-yl)phenyl]prop-1-enyl]phenoxy]prop-1-enyl]amino]-2-(4-fluorophenyl)-2-hydroxypropyl]methanimidamide